OC1=C(C=CC(=C1)OC)C(C)=O 1-(2-hydroxy-4-methoxyphenyl)ethan-1-one